3-((3aR,6aS)-5-(4-(2-(2-Aminopyridin-3-yl)-5-phenyl-3H-imidazo[4,5-b]pyridin-3-yl)benzyl)hexahydropyrrolo[3,4-c]pyrrol-2(1H)-yl)-4-(methylthio)cyclobut-3-ene-1,2-dione NC1=NC=CC=C1C1=NC=2C(=NC(=CC2)C2=CC=CC=C2)N1C1=CC=C(CN2C[C@@H]3[C@H](C2)CN(C3)C=3C(C(C3SC)=O)=O)C=C1